C(#N)C1=CC=C(CNC(=O)C=2C(N(C3=C(N=CC=C3C2)OCC2(CC2)S(NCOC)(=O)=O)C)=O)C=C1 N-(4-cyanobenzyl)-8-((1-(N-(methoxymethyl)sulfamoyl)cyclopropyl)methoxy)-1-methyl-2-oxo-1,2-dihydro-1,7-naphthyridine-3-carboxamide